4-(triethoxysilyl)aniline C(C)O[Si](C1=CC=C(N)C=C1)(OCC)OCC